CN(C=1OC2=C(N1)C=CC1=CC(=CC=C12)C1=CC=CC=C1)C N,N-Dimethyl-7-phenylnaphtho[2,1-d]oxazol-2-amine